tert-butyl 9-oxo-12-azatricyclo[6.3.1.02,7]dodeca-2,4,6-triene-12-carboxylate O=C1C2C3=CC=CC=C3C(CC1)N2C(=O)OC(C)(C)C